4-(2-tricyclo[9.4.0.03,8]pentadeca-1(11),3(8),4,6,9,12,14-heptaenylidene)piperidine C1=2C(C=3C=CC=CC3C=CC2C=CC=C1)=C1CCNCC1